3-(2,4-dimethoxybenzyl)-1-(5-(piperidin-4-ylmethyl)pyrazolo[1,5-a]pyridin-3-yl)dihydropyrimidine-2,4(1H,3H)-dione COC1=C(CN2C(N(CCC2=O)C=2C=NN3C2C=C(C=C3)CC3CCNCC3)=O)C=CC(=C1)OC